3-((4-methoxyphenyl)(methyl)amino)-4-phenyl-1H-pyrrole-2,5-dione COC1=CC=C(C=C1)N(C=1C(NC(C1C1=CC=CC=C1)=O)=O)C